C(C)(C)C1=CC=C(C=C1)NC(N(C)C)=O N'-(4-isopropylphenyl)-N,N-dimethyl-urea